2-Propyl-4-methyl-hexanol C(CC)C(CO)CC(CC)C